NC1=C(C(N(C(N1CCCCP(OCC)(OCC)=O)=O)CC#C)=O)NC(CCC1=CC=C(C=C1)OC)=O Diethyl (4-(6-amino-5-(3-(4-methoxyphenyl)propanamido)-2,4-dioxo-3-(prop-2-yn-1-yl)-3,4-dihydropyrimidin-1-yl)butyl)phosphonate